COC1=CC=C(C=C1)C1CCC(N1)=O 5-(4-methoxyphenyl)pyrrolidin-2-one